1-cyclopropyl-3-(2,3-diaminobenzyl)urea C1(CC1)NC(=O)NCC1=C(C(=CC=C1)N)N